Biphenol aluminum [Al].C=1(C(=CC=CC1)C=1C(=CC=CC1)O)O